POTASSIUM TERT-BUTOXIDE CC(C)(C)[O-].[K+]